2,2-bis(tert-butyldioxy)octane C(C)(C)(C)OOC(C)(CCCCCC)OOC(C)(C)C